(R)-N-((S)-1-(4-chloro-2,5-difluorophenyl)-2,2-difluoroethyl)-2-methylpropan-2-sulfinamide ClC1=CC(=C(C=C1F)[C@@H](C(F)F)N[S@](=O)C(C)(C)C)F